para-Hydroxy-phenylbutanon OC1=CC=C(C=C1)CC(CC)=O